C(CC=CCC)OC(CCC)=O (Z)-butanoic acid 3-hexenyl ester